4,4-di-t-butylcyclohexane C(C)(C)(C)C1(CCCCC1)C(C)(C)C